(1-benzhydrylazetidin-3-yl)methanesulfonate C(C1=CC=CC=C1)(C1=CC=CC=C1)N1CC(C1)CS(=O)(=O)[O-]